1-(5-(4-(4-cyanophenyl)piperidine-1-carbonyl)-1-methyl-1H-pyrazol-3-yl)-3-isobutylurea C(#N)C1=CC=C(C=C1)C1CCN(CC1)C(=O)C1=CC(=NN1C)NC(=O)NCC(C)C